COC(C(C)(C)C1=CC=C(C=C1)C(C(=O)N)(C)C)=O 2-(4-(1-amino-2-methyl-1-oxopropan-2-yl)phenyl)-2-methylpropanoic acid methyl ester